2-(6-methoxy-3-pyridinyl)-4-morpholinylthiophene COC1=CC=C(C=N1)C=1SC=C(C1)N1CCOCC1